2-[4-{5-chloro-2-[5-(trifluoromethyl)-1,2-oxazol-3-yl]phenyl}-5-methoxy-2-oxopyridin-1(2H)-yl]-N-(2-methyl-2H-indazol-5-yl)butanamide ClC=1C=CC(=C(C1)C1=CC(N(C=C1OC)C(C(=O)NC1=CC2=CN(N=C2C=C1)C)CC)=O)C1=NOC(=C1)C(F)(F)F